(R)-4-(3-hydroxyoct-1-yn-1-yl)-2-methoxyphenol O[C@@H](C#CC1=CC(=C(C=C1)O)OC)CCCCC